ClC=1C=C(C=CC1C(=O)N1CCN(CC1)C(=O)C1CCNCC1)NC(=O)C=1N(C(=CN1)C1=C(C=C(C=C1)OC(F)F)F)C N-[3-chloro-4-[4-(piperidine-4-carbonyl)piperazine-1-carbonyl]phenyl]-5-[4-(difluoromethoxy)-2-fluoro-phenyl]-1-methyl-imidazole-2-carboxamide